yttrium copper tungsten oxide [W]=O.[Cu].[Y]